8-(6-methoxypyridin-3-yl)-1-(4-(piperazin-1-yl)-3-trifluoromethylphenyl)-1,5-dihydro-4H-pyrazolo[4,3-c]quinolin-4-one COC1=CC=C(C=N1)C1=CC=2C3=C(C(NC2C=C1)=O)C=NN3C3=CC(=C(C=C3)N3CCNCC3)C(F)(F)F